6-BROMO-4-CHLORO-3-FORMYLCOUMARIN BrC=1C=C2C(=C(C(OC2=CC1)=O)C=O)Cl